ClC(C(C(C(C(C(OC(C(S(=O)(=O)O)(F)F)(F)F)(F)F)(F)F)(F)F)(F)F)(F)F)(F)F 9-chlorohexadecafluoro-3-oxanonane-1-sulfonic acid